C(C1=CC=CC=C1)N1C(=NC=2N(C(N(C(C12)=O)C)=O)C)SC(C(=O)OCC)CC ethyl 2-[(7-benzyl-1,3-dimethyl-2,6-dioxo-2,3,6,7-tetrahydro-1H-purin-8-yl)thio]butanoate